ClC=1C(=CC(=C(C1)S(=O)(=O)NC1=NC=NS1)F)NCCCCNC[C@@H]1NCCC1 5-chloro-2-fluoro-4-[(4-{[(2R)-pyrrolidin-2-yl-methyl]amino}butyl)amino]-N-1,2,4-thiadiazol-5-yl-benzenesulfonamide